SC(C(=O)OC(CCCCCCC)OC(C(C)S)=O)C octanediol bis(2-mercaptopropionate)